2-methyl-4-(4-chlorophenyl)-3-butynylmethyl carbonate C(OCCC(C#CC1=CC=C(C=C1)Cl)C)([O-])=O